CYCLOPROPYL(4-METHOXYPHENYL)METHANONE C1(CC1)C(=O)C1=CC=C(C=C1)OC